3-(2-aminoethoxy)propionic acid NCCOCCC(=O)O